pyrene-9,10-diol C1=CC=C2C=CC3=CC=CC4=C(C(=C1C2=C34)O)O